(2S)-3-{4-[(2-{3-[(4-methanesulfonyl-2-methoxyphenyl)amino]prop-1-yn-1-yl}-1-(2,2,2-trifluoroethyl)-1H-indol-4-yl)amino]piperidin-1-yl}-2-methoxypropan-1-ol CS(=O)(=O)C1=CC(=C(C=C1)NCC#CC=1N(C2=CC=CC(=C2C1)NC1CCN(CC1)C[C@@H](CO)OC)CC(F)(F)F)OC